CC1=C(C(=C(C1([Hf]C1=C(C2=C3CCCC3=CC=C2C1)CCCC)C)C)C)C pentamethylcyclopentadienyl-(1-n-butyl-3,6,7,8-tetrahydro-as-indacenyl)hafnium